ONC(\C=C\C1=CC=2C(=NOC2C2=CC=C(C=C2)C2=CC=C(C=C2)C)C=C1)=O (E)-N-hydroxy-3-(3-(4'-methyl-[1,1'-biphenyl]-4-yl)benzo[c]isoxazol-5-yl)acrylamide